folic acid tartrate C(=O)(O)C(O)C(O)C(=O)O.C(CC[C@@H](C(=O)O)NC(=O)C1=CC=C(NCC2=CN=C3N=C(N)NC(=O)C3=N2)C=C1)(=O)O